3-bromo-6-methyl-pyridazine BrC=1N=NC(=CC1)C